2-(2-chloro-4-(4-(6-(N-isopropylcarbamoylamino)-1H-indol-2-yl)phenoxy)phenyl)-N-isopropyl-1H-indole-6-carboxamide ClC1=C(C=CC(=C1)OC1=CC=C(C=C1)C=1NC2=CC(=CC=C2C1)NC(NC(C)C)=O)C=1NC2=CC(=CC=C2C1)C(=O)NC(C)C